C(=C\C1=CC=CC=C1)/C1OCC1 (E)-2-styryl-oxetane